NC1CC(C1)C(=O)NCCNC(C1=C(C=C(C=C1)NC=1C=2N(C=CN1)C(=CN2)C=2C(=NN(C2)CC(F)F)C(F)(F)F)CC)=O N-(2-((1r,3r)-3-aminocyclobutane-1-carboxamido)ethyl)-4-((3-(1-(2,2-difluoroethyl)-3-(trifluoromethyl)-1H-pyrazol-4-yl)imidazo[1,2-a]pyrazin-8-yl)amino)-2-ethylbenzamide